C(C\C=C\CCCC\C=C/CC)OC1=C(C(=C(C(=O)OC)C(=C1)C)O)C methyl 4-(((3E,9Z)-dodeca-3,9-dien-1-yl) oxy)-2-hydroxy-3,6-dimethylbenzoate